BrC1=CC=C(N(C2=CC=C(C=C2)C2=CC3=CC=CC=C3C=C2)C2=CC=C(C=C2)C2=CC3=CC=CC=C3C=C2)C=C1 4-bromo-N,N-bis(4-(naphthalen-2-yl)phenyl)aniline